2-benzyl-3-((4-(chlorosulfonyl)phenyl)amino)-3-oxopropanoic acid methyl ester COC(C(C(=O)NC1=CC=C(C=C1)S(=O)(=O)Cl)CC1=CC=CC=C1)=O